2-Methyl-(2S)-5-(3-fluorophenyl)pyrrolidine-1,2-dicarboxylic acid 1-tert-butyl ester C(C)(C)(C)OC(=O)N1[C@@](CCC1C1=CC(=CC=C1)F)(C(=O)O)C